(trans-4-aminocyclohexyl)carbamic acid N[C@@H]1CC[C@H](CC1)NC(O)=O